4'-fluorothioacetanilide FC1=CC=C(NC(C)=S)C=C1